N-(4-fluoro-5-(((2S,4R)-4-(furo[3,2-c]pyridin-4-yloxy)-2-methylpyrrolidin-1-yl)methyl)thiazol-2-yl)acetamide FC=1N=C(SC1CN1[C@H](C[C@H](C1)OC1=NC=CC2=C1C=CO2)C)NC(C)=O